C(C)OC(C(=O)C1C(N([C@H](C1)C)C1=CC=C(C=C1)Cl)=O)=O 2-((5S)-1-(4-chlorophenyl)-5-methyl-2-oxo-pyrrolidin-3-yl)-2-oxo-acetic acid ethyl ester